Hydroperoxid [O-]O